C[C@H]1N(CCOC1)C=1C=C(C=2N(N1)C(=NC2)C2=CC=NN2)C2=CC=C(C=C2)S(=O)(=O)C (R)-3-methyl-4-(4-(4-(methylsulfonyl)phenyl)-7-(1H-pyrazol-5-yl)imidazo[1,5-b]pyridazin-2-yl)morpholine